COC=1C=C(C=CC1)C1=CC=C2C=CC(=NC2=C1)C 7-(3-Methoxyphenyl)-2-methylquinoline